C(C1=CC=CC=C1)N1CC(CC(C1)OC1=CC(=C(C=C1)C)[N+](=O)[O-])C=1C=NN(C1)C1=CC=C(C=C1)OC 1-benzyl-3-(1-(4-methoxyphenyl)-1H-pyrazol-4-yl)-5-(4-methyl-3-nitrophenoxy)piperidine